C(CCCCCCC)(=O)O.C(C(CO)O)O 1,2,3-propanetriol octanoate